ferric chloride magnesium [Mg].[Fe](Cl)(Cl)Cl